C(#N)C1=C(C(=CC=C1)OC)N(C(=O)OC(C)(C)C)C(=O)OC(C)(C)C Di-tert-butyl (2-cyano-6-methoxyphenyl)-2-imidodicarbonate